(E)-4-(3-Chloro-2-(1-ethyl-3-(trifluoromethyl)-1H-pyrazol-4-yl)-4-fluorophenyl)-6-(4-(dimethylamino)but-2-enoyl)-4,5,6,7-tetrahydrothieno[2,3-c]pyridine-2-carbonitrile ClC=1C(=C(C=CC1F)C1C2=C(CN(C1)C(\C=C\CN(C)C)=O)SC(=C2)C#N)C=2C(=NN(C2)CC)C(F)(F)F